C12C(C3CC(CC(C1)C3)C2)NCCNC(=O)C2=NN(C(=C2C)C2=CC=C(C=C2)Cl)C2=NC=NC=C2 N-(2-((1r,3r,5r,7r)-adamantan-2-ylamino)ethyl)-5-(4-chlorophenyl)-4-methyl-1-(pyrimidin-4-yl)-1H-pyrazole-3-carboxamide